sodium undecyl hydrogen tetradecyl borate B(OCCCCCCCCCCC)(O)OCCCCCCCCCCCCCC.[Na]